The molecule is the stable isotope of silicon with relative atomic mass 29.9737702. The least abundant (3.09 atom percent) isotope of naturally occurring silicon. [30Si]